CN(C1=CC=C(C=C1)C1=CC(=CC=C1)NC(=O)N1CCOCC1)C N-(4'-(Dimethylamino)-[1,1'-biphenyl]-3-yl)morpholine-4-carboxamide